(S)-4-((2-((6-methylpyridin-3-yl)oxy)ethyl)(4-(5,6,7,8-tetrahydro-1,8-naphthyridin-2-yl)butyl)amino)-2-((6-phenylpyrazin-2-yl)amino)butanoic acid CC1=CC=C(C=N1)OCCN(CC[C@@H](C(=O)O)NC1=NC(=CN=C1)C1=CC=CC=C1)CCCCC1=NC=2NCCCC2C=C1